CC1=CC=2C(C3=CC=CC=C3C(C2C=C1)=C(Br)Br)=C(Br)Br 2-methyl-9,10-bis(dibromomethylene)-9,10-dihydro-anthracene